N-(2-(methylamino)benzyl)-11-oxo-10,11-dihydrodibenzo[b,f][1,4]thiazepine-8-carboxamide CNC1=C(CNC(=O)C2=CC3=C(SC4=C(C(N3)=O)C=CC=C4)C=C2)C=CC=C1